FC1=CC=C(C=C1)C1=CC(=NC(=C1)N1CCOCC1)N1CCN(CC1)CC[C@@H]1CC[C@H](CC1)NC(=O)C=1OC=CC1 N-(trans-4-(2-(4-(4-(4-fluorophenyl)-6-morpholinopyridin-2-yl)piperazin-1-yl)ethyl)cyclohexyl)furan-2-carboxamide